4,6-Dimethoxytriazin COC1=NN=NC(=C1)OC